(Z)-3-(1-(4-amino-2-fluorobut-2-en-1-yl)-6-(pyrrolidin-1-carbonyl)-1H-benzo[d][1,2,3]triazol-4-yl)-N,N-diethyl-4-methoxybenzenesulfonamide NC\C=C(\CN1N=NC2=C1C=C(C=C2C=2C=C(C=CC2OC)S(=O)(=O)N(CC)CC)C(=O)N2CCCC2)/F